[Fe].[Na].[K].[Zr].[Ta].[Nb] niobium tantalum zirconium potassium sodium iron